tert-butyl N-[(3R)-1-(2-formylpyridine-4-carbonyl)piperidin-3-yl]carbamate C(=O)C1=NC=CC(=C1)C(=O)N1C[C@@H](CCC1)NC(OC(C)(C)C)=O